tert-butyl (trans)-3-methoxy-4-((2-(methylthio)-7-oxo-6-phenylpyrido[2,3-d]pyrimidin-8(7H)-yl)methyl)pyrrolidine-1-carboxylate CO[C@@H]1CN(C[C@H]1CN1C(C(=CC2=C1N=C(N=C2)SC)C2=CC=CC=C2)=O)C(=O)OC(C)(C)C